CC=1C(C(=C(C(C1CCCCCCCCC)=O)C)C)=O trimethyl-6-nonylcyclohexa-2,5-diene-1,4-dione